Trans-naphthalen-2-yl-(5-(2-(piperidin-4-ylmethylamino)cyclopropyl)indolin-1-yl)methanone C1=C(C=CC2=CC=CC=C12)C(=O)N1CCC2=CC(=CC=C12)[C@H]1[C@@H](C1)NCC1CCNCC1